N,N-ditetradecylhydroxylamine oxide C(CCCCCCCCCCCCC)[N+](O)(CCCCCCCCCCCCCC)[O-]